The molecule is a member of the class of cobalamins that is vitamin B12 in which the cyano group is replaced by a 5'-deoxyadenos-5'-yl moiety. It is one of the two metabolically active form of vitamin B12. It has a role as a coenzyme, a human metabolite, an Escherichia coli metabolite, a cofactor and a prosthetic group. It is a member of cobalamins and a corrinoid. CC1=CC2=C(C=C1C)N(C=N2)[C@@H]3[C@@H]([C@@H]([C@H](O3)CO)OP(=O)([O-])O[C@H](C)CNC(=O)CC[C@@]\\4([C@H]([C@@H]5[C@]6([C@@]([C@@H](C(=N6)/C(=C\\7/[C@@]([C@@H](C(=N7)/C=C\\8/C([C@@H](C(=N8)/C(=C4\\[N-]5)/C)CCC(=O)N)(C)C)CCC(=O)N)(C)CC(=O)N)/C)CCC(=O)N)(C)CC(=O)N)C)CC(=O)N)C)O.[CH2-][C@@H]1[C@H]([C@H]([C@@H](O1)N2C=NC3=C(N=CN=C32)N)O)O.[Co]